2-(((2-(dimethylamino)ethyl)amino)methylene)-5-(2,3,5,6-tetrafluorophenyl)cyclohexane-1,3-dione CN(CCNC=C1C(CC(CC1=O)C1=C(C(=CC(=C1F)F)F)F)=O)C